methyl 4-ethoxy-2-oxocyclohex-3-ene-1-carboxylate C(C)OC1=CC(C(CC1)C(=O)OC)=O